(3S,7aS)-3-((2,2,2-trifluoroethoxy)methyl)-7a-((trityloxy)methyl)hexahydro-1H-pyrrolizine FC(COC[C@@H]1CC[C@@]2(CCCN12)COC(C1=CC=CC=C1)(C1=CC=CC=C1)C1=CC=CC=C1)(F)F